CNC(CC(=O)NC)=O N1,N3-Dimethylmalonamide